FC1(CCC(CC1)NC(=O)C1=CC(=C(S1)C)[C@H]1[C@@H](C1)NC(OC(C)(C)C)=O)F tert-butyl (trans-2-(5-((4,4-difluorocyclohexyl)carbamoyl)-2-methylthiophen-3-yl)cyclopropyl)carbamate